(1R,2S)-2-(3-{[5-chloro-6-(3-hydroxyazetidin-1-yl)pyrimidin-4-yl]amino}-1H-indazol-6-yl)-1'-ethyl-5'-methoxyspiro[cyclopropan-1,3'-indol]-2'(1'H)-one ClC=1C(=NC=NC1N1CC(C1)O)NC1=NNC2=CC(=CC=C12)[C@@H]1C[C@@]12C(N(C1=CC=C(C=C21)OC)CC)=O